(S)-3-(6-(cyclopropylmethoxy)pyridin-3-yl)-3-(3-(3-(5,6,7,8-tetrahydro-1,8-naphthyridin-2-yl)propyl)-1H-pyrazol-1-yl)propionic acid C1(CC1)COC1=CC=C(C=N1)[C@H](CC(=O)O)N1N=C(C=C1)CCCC1=NC=2NCCCC2C=C1